ON=C(N)C=1N=NC(=CC1O)NC=1OC(=CN1)C1=CC=C(C=C1)C(F)(F)F N',4-Dihydroxy-6-((5-(4-(trifluoromethyl)phenyl)oxazol-2-yl)amino)pyridazine-3-carboximidamide